2-[4-[6-[(4-cyano-2-fluoro-phenyl)methoxy]-2-pyridyl]-2-fluoro-3-methyl-phenyl]acetic acid C(#N)C1=CC(=C(C=C1)COC1=CC=CC(=N1)C1=C(C(=C(C=C1)CC(=O)O)F)C)F